C(CCCCC(=O)O)(=O)[O-].[Na+] Mononatrium adipat